3-bromo-2-methoxy-1,8-naphthyridine BrC=1C(=NC2=NC=CC=C2C1)OC